tert-Butyl N-[4-[(2,6-dichloro-4-pyridyl)-difluoro-methyl]cyclohexyl]carbamate ClC1=NC(=CC(=C1)C(C1CCC(CC1)NC(OC(C)(C)C)=O)(F)F)Cl